[acetoxy(phenyl)-iodanyl] acetate C(C)(=O)OI(C1=CC=CC=C1)OC(C)=O